6-((5-((3S,4S)-4-amino-3-methyl-2-oxa-8-azaspiro[4.5]decan-8-yl)pyrazin-2-yl)thio)-5-chloro-3-(2-fluoro-3-methoxybenzyl)quinazolin-4(3H)-one N[C@@H]1[C@@H](OCC12CCN(CC2)C=2N=CC(=NC2)SC=2C(=C1C(N(C=NC1=CC2)CC2=C(C(=CC=C2)OC)F)=O)Cl)C